3,4-dimethyl-5-(2-((5-(4-methylpiperazin-1-yl)pyridin-2-yl)amino)pyrimidin-4-yl)thiazol-2(3H)-one CN1C(SC(=C1C)C1=NC(=NC=C1)NC1=NC=C(C=C1)N1CCN(CC1)C)=O